2-(2-chloro-3-methoxy-6-methylphenyl)-4,4,5,5-tetramethyl-1,3,2-dioxaborolane ClC1=C(C(=CC=C1OC)C)B1OC(C(O1)(C)C)(C)C